N1=C(N=CC=C1)OC1CCC(CC1)C(=O)[O-] 4-(Pyrimidin-2-yloxy)cyclohexanecarboxylate